COC1=CC(=C2C=CC=NC2=C1)N[C@@H]1CN(CC1)C(=O)OC(C)(C)C tert-butyl (S)-3-((7-methoxyquinolin-5-yl)amino)pyrrolidine-1-carboxylate